ethyl 2-(2-(4-fluorophenyl) thiazol-4-yl)-2-methylpropionate FC1=CC=C(C=C1)C=1SC=C(N1)C(C(=O)OCC)(C)C